4-(5-chlorofuran-2-yl)-1,3-bis(2,4-difluorophenyl)-5-methyl-N-(morpholin-2-ylmethyl)-4,5-dihydro-1H-pyrazole-5-carboxamide ClC1=CC=C(O1)C1C(=NN(C1(C(=O)NCC1CNCCO1)C)C1=C(C=C(C=C1)F)F)C1=C(C=C(C=C1)F)F